(S)-4,4,4-trifluorobutan-2-yl (S)-6-diazo-2-((S)-2-methoxypropanamido)-5-oxohexanoate [N+](=[N-])=CC(CC[C@@H](C(=O)O[C@@H](C)CC(F)(F)F)NC([C@H](C)OC)=O)=O